C(C)[C@@H]1CC(N2C(OC[C@@H]21)(C)C)=O (7R,7aS)-7-ethyl-3,3-dimethyl-tetrahydro-pyrrolo[1,2-c]Oxazol-5-one